O1COC2=C1C=CC(=C2)CC(C)NCCC 1-(1,3-benzodioxol-5-yl)-N-propylpropan-2-amine